FC1=C(C=CC(=C1)F)C1=CC(=NO1)C(=O)NC1(CN(C1)C1CCC(CC1)(C)O)CC(=O)O 2-(3-(5-(2,4-difluorophenyl)isoxazole-3-carboxamido)-1-(4-hydroxy-4-methylcyclohexyl)azetidin-3-yl)acetic acid